3-(2,6-dimethylphenyl)-1-methyl-N6-(2-(prop-2-yn-1-yl)-1,2,3,4-tetrahydroisoquinolin-7-yl)-1H-pyrazolo[3,4-d]Pyrimidine-3,6-diamine CC1=C(C(=CC=C1)C)C1(NN(C2=NC(=NC=C21)NC2=CC=C1CCN(CC1=C2)CC#C)C)N